FC1=CC=C2C=C(C=C(C2=C1C#C[Si](C(C)C)(C(C)C)C(C)C)O)OCOC 7-fluoro-3-(methoxymethoxy)-8-{2-[tris(propan-2-yl)silyl]ethynyl}naphthalen-1-ol